(1S,2S)-(R)-4,4-dimethyl-2-oxotetrahydrofuran-3-yl 2-(5-chloro-6-methylpyrazin-2-yl)-1-(2-methoxy-5-methylphenyl)cyclopropanecarboxylate ClC=1N=CC(=NC1C)[C@@H]1[C@](C1)(C(=O)O[C@H]1C(OCC1(C)C)=O)C1=C(C=CC(=C1)C)OC